BrC1=C(C(=O)N(C2=CC=CC=C2)CCNC(OC(C)(C)C)=O)C=C(C=C1)Cl tert-butyl (2-(2-bromo-5-chloro-N-phenylbenzamido) ethyl)carbamate